(2-(5-amino-2-oxoindol-1-yl)ethyl)(methyl)carbamic acid tert-butyl ester C(C)(C)(C)OC(N(C)CCN1C(CC2=CC(=CC=C12)N)=O)=O